[N+](=O)([O-])C=1C=C(C=CC1)C=CC(=O)N1C(C=CC1)=O 1-(3-(3-nitrophenyl)acryloyl)-1H-pyrrol-2(5H)-one